(2R,2'S)-2,2'-(cyclohexylmethylazetidinediyl)bis(methylene)dipropan-1-ol C1(CCCCC1)CC1(N(CC1)C[C@@H](CO)C)C[C@H](CO)C